tin-indium-antimony-tellurium [Te].[Sb].[In].[Sn]